BrC=1C=C2C(=CNC2=CC1Cl)OP(=O)([O-])[O-] 5-bromo-6-chloro-3-indolyl-phosphate